N1C(CCCCC1)(P(O)(=O)O)P(O)(=O)O azacycloheptane-2,2-diphosphonic acid